FC=1C=C2CC(CN(C2=CC1)C(=O)C=1C=CC=2N(C1)C(=CN2)C=2C=NC(=CC2)NC(=O)OC)C(=O)OCC ethyl 6-fluoro-1-[3-[6-(methoxycarbonylamino)-3-pyridyl]imidazo[1,2-a]pyridine-6-carbonyl]-3,4-dihydro-2H-quinoline-3-carboxylate